FC1=C(C(=C(C(=C1[B-](C1=C(C(=C(C(=C1F)F)F)F)F)(C1=C(C(=C(C(=C1F)F)F)F)F)C1=C(C(=C(C(=C1F)F)F)F)F)F)F)F)F.C[NH+](CCCCCCCCCCCCCCCCCC)CCCCCCCCCCCCCCCCCC Methyldi-(octadecyl)ammonium tetrakis(pentafluorophenyl)borate